B(OF)([O-])[O-] perfluoro borate